methyl 1-(((5-bromo-1,3,4-thiadiazol-2-yl)methyl)amino)cyclobutane-1-carboxylate BrC1=NN=C(S1)CNC1(CCC1)C(=O)OC